N-methyl-N-(2,2,2-trifluoroethyl)cyanamide CN(C#N)CC(F)(F)F